1,1,4-tris(2-methyl-4-hydroxy-5-tert-butylphenyl)butane CC1=C(C=C(C(=C1)O)C(C)(C)C)C(CCCC1=C(C=C(C(=C1)C(C)(C)C)O)C)C1=C(C=C(C(=C1)C(C)(C)C)O)C